3,5-dimethyl-N-(quinolin-8-yl)benzene-sulfonamide CC=1C=C(C=C(C1)C)S(=O)(=O)NC=1C=CC=C2C=CC=NC12